2-[2-[(3S)-3-benzyloxybutoxy]ethoxy]-6-chloro-pyrazine C(C1=CC=CC=C1)O[C@H](CCOCCOC1=NC(=CN=C1)Cl)C